FC=1C=C(NC(C)C=2C=C(C=C3C(C=C(OC23)SCC)=O)C(=O)OC)C=C(C1)F Methyl 8-[1-(3,5-difluoroanilino)ethyl]-2-ethylsulfanyl-4-oxo-chromene-6-carboxylate